N1=CC=C(C=C1)C=1N=C(C2=C(N1)C=NC=C2)N2CCC1(CCN(C1)[C@@H]1C[C@@H](CC1)O)CC2 (1R,3S)-3-(8-(2-(pyridin-4-yl)pyrido[3,4-d]pyrimidin-4-yl)-2,8-diazaspiro[4.5]decan-2-yl)cyclopentan-1-ol